tert-butyl (R)-3',7'-dimethyl-6',7'-dihydrospiro[piperidine-4,4'-pyrazolo[5,1-c][1,4]oxazine]-1-carboxylate CC=1C=NN2C1C1(OC[C@H]2C)CCN(CC1)C(=O)OC(C)(C)C